N1C=C(C2=CC=CC=C12)CC(CCCC)C1=C(N=C2N1CCN(C2)C=2N=NN(C2)C)C(=O)N (1-(1H-indol-3-yl)hexane-2-yl)-7-(1-methyl-1H-1,2,3-triazol-4-yl)-5,6,7,8-tetrahydroimidazo[1,2-a]pyrazine-2-carboxamide